adipic acid isophthalimide salt C1(C2=CC(C(N1)=O)=CC=C2)=O.C(CCCCC(=O)O)(=O)O